[Cl-].C(=C)N1CN(C=C1)CCCCCCCCCCCC 1-vinyl-3-dodecylimidazole chloride